N1(CC2(CC1)CNC1=CC=CC=C12)C(C(C)(C)C)=O 1-{1,2-dihydrospiro[indole-3,3'-pyrrolidin]-1'-yl}-2,2-dimethylpropan-1-one